N-[[6-[4-(Trifluoromethyl)-1-piperidyl]-2-pyridyl]sulfonyl]-2-(2,2,4-trimethylpyrrolidin-1-yl)pyridin-3-carboxamid FC(C1CCN(CC1)C1=CC=CC(=N1)S(=O)(=O)NC(=O)C=1C(=NC=CC1)N1C(CC(C1)C)(C)C)(F)F